1,5,6,7-tetrahydro-2H-2,4-diaza-s-indacen-3-one C1NC(C2=NC=3CCCC3C=C12)=O